BrC=1NN=C2C1C=NC=C2 3-bromo-2H-pyrazolo[4,3-c]pyridine